C(CCCCCCCCCCCCCCCCC)(=O)[O-].[Ca+2].C(CCCCCCCCCCCCCCCCC)(=O)[O-] Calcium stearate salt